NCCNCCC(CN)N [2-(2-aminoethylamino)ethyl]ethane-1,2-diamine